ClCC(=O)ON=C(N)C1CC(C1)(O)C1=CC=C(C=C1)Cl N'-(2-chloroacetoxy)-3-(4-chlorophenyl)-3-hydroxycyclobutaneformamidine